Sodium disulfide [S-][S-].[Na+].[Na+]